tert-butyl (R)-(2-hydroxy-1-(4-(N-hydroxycarbamimidoyl)thiophen-2-yl)ethyl)carbamate OC[C@H](C=1SC=C(C1)C(NO)=N)NC(OC(C)(C)C)=O